3-(5-methoxypyridin-3-yl)propionic acid COC=1C=C(C=NC1)CCC(=O)O